CC1(CC(N/2N1C1C(\C2=C/C2=CC=C(C=C2)C)CC=2C=CC=CC21)=O)C (E)-3,3-Dimethyl-10-(4-methylbenzylidene)-2,3,4a,9,9a,10-hexahydro-1H-indeno[1,2-c]pyrazolo[1,2-a]pyrazol-1-one